FC(C1(CC1)CC(=O)O)(F)F [1-(trifluoromethyl)cyclopropyl]acetic acid